C=C1CC=C(C=C1)C(=C(C1=CC=C(C=C1)[N+](=O)[O-])N)N 4-methylenediamino-4'-nitrostilbene